methyl 2-((1R,4r)-4-((R)-4-(tert-butoxycarbonyl)-2-(methoxymethyl) piperazin-1-yl) cyclohexyl)-5-(2,2,2-trifluoroacetamido)-2H-indazole-6-carboxylate C(C)(C)(C)OC(=O)N1C[C@@H](N(CC1)C1CCC(CC1)N1N=C2C=C(C(=CC2=C1)NC(C(F)(F)F)=O)C(=O)OC)COC